5-(3-(tert-butyl(methyl)carbamoyl)-1-(3,5-dichlorophenyl)-7-methoxy-1,4-dihydrochromeno[4,3-c]pyrazol-8-yl)-2-fluorobenzoic acid C(C)(C)(C)N(C(=O)C=1C2=C(N(N1)C1=CC(=CC(=C1)Cl)Cl)C=1C=C(C(=CC1OC2)OC)C=2C=CC(=C(C(=O)O)C2)F)C